(R,R) or (S,R)-4-(1-(dimethylamino)-2,2,2-trifluoroethyl)-N'-((1,2,3,5,6,7-hexahydro-s-indacen-4-yl)carbamoyl)benzenesulfonimidamide CN([C@@H](C(F)(F)F)C1=CC=C(C=C1)[S@@](=O)(N)=NC(NC1=C2CCCC2=CC=2CCCC12)=O)C |o1:13|